(2S,3R,5R)-5-(2,4-dioxo-3H-pyrimidin-1-yl)-3-[(4-methoxyphenyl)diphenylmethoxy]oxolane-2-carbaldehyde O=C1N(C=CC(N1)=O)[C@H]1C[C@H]([C@H](O1)C=O)OC(C1=CC=CC=C1)(C1=CC=CC=C1)C1=CC=C(C=C1)OC